CN1CCN(CC1)CC1=CC=C(C(=O)NC2=CC(=C(C=C2)OCC2NC(CCC2)C)Cl)C=C1 4-((4-methylpiperazin-1-yl)methyl)-N-(3-chloro-4-((6-methylpiperidin-2-yl)methoxy)phenyl)-benzamide